BrC=1SC(=CN1)CBr 2-bromo-5-(bromomethyl)thiazol